4-hydroxybicyclo[2.2.2]Octane-1-carboxylic acid methyl ester COC(=O)C12CCC(CC1)(CC2)O